NC=1C=2N(C(=C(N1)C1=C(C#N)C=CC=C1)C1=C(N=CO1)C)N=C(N2)C(NC)C2=C(C=CC=C2F)F (8-amino-2-((2,6-difluorophenyl)(methylamino)methyl)-5-(4-methyloxazol-5-yl)-[1,2,4]triazolo[1,5-a]pyrazin-6-yl)benzonitrile